N-cyclopentyl-2-(4,5-diphenyloxazol-2-yl)sulfanylpropanamide C1(CCCC1)NC(C(C)SC=1OC(=C(N1)C1=CC=CC=C1)C1=CC=CC=C1)=O